(R)-6-((2,3-difluorobenzyl)oxy)-10,10a-dihydro-1H-oxazolo[3',4':3,4]imidazo[1,2-c]pyrimidin-8(3H)-one FC1=C(COC=2C=C3N(C(N2)=O)C[C@H]2N3COC2)C=CC=C1F